BrC1=C(C(=CC(=C1)C(C(C(F)(F)F)(F)F)(F)F)Cl)N1N=CC(=C1)C=1C=NC(=C(C(=O)NC2CC2)C1)Cl 5-{1-[2-bromo-6-chloro-4-(perfluoropropyl)phenyl]-1H-pyrazol-4-yl}-2-chloro-N-cyclopropylnicotinamide